2-(trans-4-((4-(2-Cyclopropylthiazol-5-yl)pyridin-2-yl)((trans-4-(4-methoxy-3-methyl-phenyl)cyclohexyl)methyl)carbamoyl)-cyclohexyl)acetic acid C1(CC1)C=1SC(=CN1)C1=CC(=NC=C1)N(C(=O)[C@@H]1CC[C@H](CC1)CC(=O)O)C[C@@H]1CC[C@H](CC1)C1=CC(=C(C=C1)OC)C